NC1=C(C=2C=C(C=C(C2C=C1)S(=O)(=O)O)S(=O)(=O)O)S(=O)(=O)O 6-amino-1,3,5-naphthalenetrisulfonic acid